C[C@@H]([C@@H](/C=C/C=C/C1=C(C(=CC=C1)O)C=O)O)O The molecule is a member of the class of benzaldehydes that is salicylaldehyde which is substituted at position 6 by a (1E,3E,5R,6S)-5,6-dihydroxyhepta-1,3-dien-1-yl group. An isomer of pyriculol. It has a role as a fungal metabolite. It is a heptaketide, a member of benzaldehydes, a homoallylic alcohol, a member of phenols, a secondary allylic alcohol and a triol.